ClC1=CNC=2N=C(N=C(C21)NC=2C=CN(C=CC2)C(C=C)=O)NC=2C=NN(C2)CC (S)-1-(4-((5-chloro-2-((1-ethyl-1H-pyrazol-4-yl)amino)-7H-pyrrolo[2,3-d]pyrimidin-4-yl)amino)azepin-1-yl)prop-2-en-1-one